Bromo-3-ethyl-7'-fluoro-3'-methyl-spiro[cyclobutane-1,1'-pyrrolo[2,3-c]quinoline]-2'(3'h)-one BrC1=NC=2C=C(C=CC2C2=C1N(C(C21CC(C1)CC)=O)C)F